OB1OCC2=C1C=CC=C2 1-hydroxy-1,3-dihydro-benzo[c][1,2]oxaborol